(2,6-dimethylphenyl)-5-iodothiazol-2-amine CC1=C(C(=CC=C1)C)C=1N=C(SC1I)N